N1N=NC2=C1CC[C@H](C2)C(=O)O (+)-(R)-4,5,6,7-tetrahydro-1H-benzo[d][1,2,3]triazole-5-carboxylic acid